3-amino-5-(3,3-difluoroazetidin-1-yl)benzonitrile NC=1C=C(C#N)C=C(C1)N1CC(C1)(F)F